C(C)(C)(C)OC(=O)N1CC(C1)NC1=CC2=C(N(CCO2)C=2C(=NC(=CC2)OCC2=CC=CC=C2)OCC2=CC=CC=C2)C=C1 3-[[4-(2,6-dibenzyloxy-3-pyridinyl)-2,3-dihydro-1,4-benzoxazin-7-yl]amino]azetidine-1-carboxylic acid tert-butyl ester